(R)-2-methyl-2-(2,2,2-trifluoroacetamido)pent-4-enoic acid C[C@](C(=O)O)(CC=C)NC(C(F)(F)F)=O